6-chloro-3-(5-(6-methoxypyridin-3-yl)-1-propionyl-4,5-dihydro-1H-pyrazol-3-yl)-4-methylquinolin-2(1H)-one ClC=1C=C2C(=C(C(NC2=CC1)=O)C1=NN(C(C1)C=1C=NC(=CC1)OC)C(CC)=O)C